(S)-6-methyl-5-(2-oxo-2-((1,1,1-trifluoroprop-2-yl)amino)acetyl)-2,3-dihydro-1H-pyrrolizine-7-carboxamide CC1=C(N2CCCC2=C1C(=O)N)C(C(N[C@H](C(F)(F)F)C)=O)=O